COC1=CC=C(C(=O)NC=2SC(=NN2)SCC2=NC(=NO2)C2=CC=CC=C2)C=C1 4-methoxy-N-(5-(((3-phenyl-1,2,4-oxadiazol-5-yl)methyl)thio)-1,3,4-thiadiazol-2-yl)benzamide